ethyl (S)-3-(5-(2,5-difluorophenyl)thiophen-2-yl)-3-(3-(4-hydroxy-1-methyl-2-oxo-1,2-dihydro pyridin-3-yl)ureido)propanoate FC1=C(C=C(C=C1)F)C1=CC=C(S1)[C@H](CC(=O)OCC)NC(=O)NC=1C(N(C=CC1O)C)=O